O1C(OCC1)C=CC1OCCO1 1,2-di(1,3-dioxolan-2-yl)ethene